NC1=NN(C2=CC=CC(=C12)C1=CC2=CC=CC(=C2C=C1)C(NC1=CC(=CC=C1)OC)=O)C(\C=C/C(=O)O)=O (Z)-4-(3-amino-4-(5-((3-methoxyphenyl)carbamoyl)naphthalen-2-yl)-1H-indazol-1-yl)-4-oxobut-2-enoic acid